P(O)(O)(=S)O[C@H]1[C@]([C@@H](O[C@@H]1CO)N1C(=O)N=C(N)C=C1)(O)F 2'-fluorocytidine-3'-phosphorothioate